5-isopropoxy-6-(1-methyl-1H-benzo[d]imidazol-4-yl)-3-((6'-methyl-2,3,5,6,6',7'-hexahydrospiro[pyran-4,5'-pyrrolo[3,4-b]pyridin]-2'-yl)amino)picolinamide C(C)(C)OC=1C=C(C(=NC1C1=CC=CC=2N(C=NC21)C)C(=O)N)NC2=CC=C1C(=N2)CN(C12CCOCC2)C